FC=1C=C(CC2=NC=CC(=C2)N2C=CC=3C(NCCC32)=O)C=C(C1)C(F)(F)F 1-(2-(3-fluoro-5-(trifluoromethyl)benzyl)pyridin-4-yl)-1,5,6,7-tetrahydro-4H-pyrrolo[3,2-c]pyridin-4-one